1-(4-chloro-2-fluorophenyl)propan-1-one ClC1=CC(=C(C=C1)C(CC)=O)F